3,5-dihydroxyl-2,4,6-trinitrobromobenzene OC=1C(=C(C(=C(C1[N+](=O)[O-])O)[N+](=O)[O-])Br)[N+](=O)[O-]